C1(CC1)[C@H](C)N (1S)-1-cyclopropylethanamine